2-methyl-6-(thiophen-3-yl)morpholine CC1CNCC(O1)C1=CSC=C1